OC=1C=C(C=CC1)C=1C=NC=C(C#N)C1 5-(3-hydroxyphenyl)nicotinonitrile